C(C)(C)(CC)OOC1CCCCC1 1-tert-amylperoxycyclohexane